N-(cyclopropylmethyl)-N-(3,5-dimethoxyphenyl)-3-(1-(tetrahydro-2H-pyran-2-yl)-1H-pyrazol-4-yl)quinoxalin-6-amine C1(CC1)CN(C=1C=C2N=C(C=NC2=CC1)C=1C=NN(C1)C1OCCCC1)C1=CC(=CC(=C1)OC)OC